BrC1=CC2=C(N(C(=N2)CCCN2CCCC2)CC2=C(OCC3=CC(=C(C=C3)CCC(=O)O)CC)C=CC=C2)C=C1 3-(4-((2-((5-Bromo-2-(3-(pyrrolidin-1-yl)propyl)-1H-benzo[d]imidazol-1-yl)methyl)-phenoxy)methyl)-2-ethylphenyl)propanoic acid